C(=O)=C1NC=CC2=C(C=CC=C12)N1N=CC(=C1C(F)(F)F)C(=O)O 1-(1-carbonyl-1,2-dihydroisoquinolin-5-yl)-5-(trifluoromethyl)-1H-pyrazole-4-carboxylic acid